(R)-4-cyano-N-((6-(2-methoxyphenyl)-5,6,7,8-tetrahydro-2,6-naphthyridin-3-yl)methyl)-4-methylisochroman-6-carboxamide C(#N)[C@@]1(COCC2=CC=C(C=C12)C(=O)NCC=1N=CC=2CCN(CC2C1)C1=C(C=CC=C1)OC)C